[3-(1-{[(2,4-dimethoxyphenyl)methyl]amino}-4-(propan-2-yl)phthalazin-6-yl)phenyl]boronic acid COC1=C(C=CC(=C1)OC)CNC1=NN=C(C2=CC(=CC=C12)C=1C=C(C=CC1)B(O)O)C(C)C